C(#C)C=1C(=CC=C2C=CC=C(C12)C1=C(C=2N=C(N=C(C2C=N1)N1C[C@@H](CCC1)C)OC[C@]12CCCN2C[C@@H](C1)F)F)F (R)-1-(7-(8-ethynyl-7-fluoronaphthalen-1-yl)-8-fluoro-2-(((2R,7aS)-2-fluorohexahydro-1H-pyrrolizin-7a-yl)methoxy)pyrido[4,3-d]pyrimidin-4-yl)-3-methylpiperidin